C(C)(C)(C)C1=CC=C(C=C1)C=1C(=CC=2C(CCC(C2C1)(C)C)(C)C)N 3-(4-(tert-butyl)phenyl)-5,5,8,8-tetramethyl-5,6,7,8-tetrahydronaphthalen-2-amine